2-(2,6-dioxopiperidin-3-yl)-5-(4-(2-(4-(5-methyl-5H-pyrido[4,3-b]indol-7-yl)piperidin-1-yl)ethyl)piperidin-1-yl)isoindoline-1,3-dione O=C1NC(CCC1N1C(C2=CC=C(C=C2C1=O)N1CCC(CC1)CCN1CCC(CC1)C=1C=CC=2C3=C(N(C2C1)C)C=CN=C3)=O)=O